FC1=C(C#N)C=CC(=C1F)OCCCO 2,3-difluoro-4-(3-hydroxypropoxy)benzonitrile